1-(2-decyl-tetradecyl)indoline-2,3-dione C(CCCCCCCCC)C(CN1C(C(C2=CC=CC=C12)=O)=O)CCCCCCCCCCCC